ClC1=C(C=C(C(=C1)Cl)F)C(Cl)(Cl)Cl 2,4-dichloro-5-fluoro-(trichloromethyl)benzene